4-bromo-6,7-difluoro-2-methyl-2H-indazole BrC=1C2=CN(N=C2C(=C(C1)F)F)C